FC(N1CCN(CC1)CC1=C2CN(CC2=CC=C1)C1C(NC(CC1)=O)=O)F 4-((4-(Difluoromethyl)piperazin-1-yl)methyl)-2-(2,6-dioxopiperidin-3-yl)isoindoline